2-[(3-cyanophenyl)methoxycarbonylamino]-4-[cyclopropyl-[4-(5,6,7,8-tetrahydro-1,8-naphthyridin-2-yl)butyl]amino]butanoic acid C(#N)C=1C=C(C=CC1)COC(=O)NC(C(=O)O)CCN(CCCCC1=NC=2NCCCC2C=C1)C1CC1